(S)-2-(4-cyanophenyl)-4-(pyrazin-2-yl)piperidine-1-carboxylic acid tert-butyl ester C(C)(C)(C)OC(=O)N1[C@@H](CC(CC1)C1=NC=CN=C1)C1=CC=C(C=C1)C#N